methyl 5-thiocarbamoyl-2,4-dimethylbenzoate C(N)(=S)C=1C(=CC(=C(C(=O)OC)C1)C)C